C(C)(C)(C)OC(=O)N[C@@H](CC1=CC=CC=C1)C(=O)O (tert-butoxycarbonyl)phenylalanine